2-(2-chlorophenyl)-N-(1-(cyclopropylmethyl)-4-sulfamoyl-1H-indazol-6-yl)acetamide ClC1=C(C=CC=C1)CC(=O)NC1=CC(=C2C=NN(C2=C1)CC1CC1)S(N)(=O)=O